(4-chloro-5-methyl-1H-indol-2-yl)(4-(cyclopropanecarbonyl)-2,2-dimethylpiperazin-1-yl)methanone ClC1=C2C=C(NC2=CC=C1C)C(=O)N1C(CN(CC1)C(=O)C1CC1)(C)C